N-(2-aminoethyl)-3-aminopropylmethylmethyldiethoxysilane NCCNCCCC(C)O[Si](OCC)(C)C